C1(CC1)N1N=NC(=C1)C(=O)NC1CN(C1)C(C)C1=CC=C(C=C1)CNC1=CC=CC=C1 1-cyclopropyl-N-(1-(1-(4-((phenylamino)methyl)phenyl)ethyl)azetidin-3-yl)-1H-1,2,3-triazole-4-carboxamide